NC1=CC(=NC(=C1)C(F)(F)F)[C@@H](C)NC1=NC(=NC2=CC(=C(C=C12)OCCOC)OC)C (R)-N-(1-(4-amino-6-(trifluoromethyl)pyridin-2-yl)ethyl)-7-methoxy-6-(2-methoxyethoxy)-2-methyl-quinazolin-4-amine